CN(C=1C2=C(N=C(N1)N1CC(C1)OC(=O)C=1C=NSC1)CC[S@+]2[O-])C2CCOCC2 [1-[(5R)-4-[Methyl(tetrahydropyran-4-yl)amino]-5-oxido-6,7-dihydrothieno[3,2-d]pyrimidin-5-ium-2-yl]azetidin-3-yl]-isothiazol-4-carboxylat